C(CCC)[Sn](C1=CN=NC=C1)(CCCC)CCCC Tributyl-(pyridazin-4-yl)stannane